CC(C(=O)NC1=C(C(=O)OC)C=CC(=C1)OC)(C)C methyl 2-(2,2-dimethylpropanoylamino)-4-methoxy-benzoate